COC1=CC=C(C=C1)[C@H](C[N+](=O)[O-])C(C(=O)OCC)C(=O)OCC (R)-Diethyl 2-[1-(4-methoxyphenyl)-2-nitroethyl]malonate